FC1=C(C(=C(C(=C1[B-](C1=C(C(=C(C(=C1F)F)F)F)F)(C1=C(C(=C(C(=C1F)F)F)F)F)C1=C(C(=C(C(=C1F)F)F)F)F)F)F)F)F.C(CCCCCCCCCCC)C1=C(C=CC=C1)[I+]C1=C(C=CC=C1)CCCCCCCCCCCC bis(dodecylphenyl)-iodonium tetrakis(pentafluorophenyl)-borate